[Si](C)(C)(C(C)(C)C)OCC1=CC(=NC=C1OC)O 4-(((tert-butyldimethylsilyl)oxy)methyl)-5-methoxypyridin-2-ol